NC=1C=CC(=C(C1)NC(=O)C=1C=C2C(=NC1)NC(=C2)C=2C=NN(C2)C2COCC2)F N-(5-amino-2-fluorophenyl)-2-(1-(tetrahydrofuran-3-yl)-1H-pyrazol-4-yl)-1H-pyrrolo[2,3-b]pyridine-5-carboxamide